3-((9-ethyl-9H-carbazol-3-yl)methylamino)butyl-2-oxo-2,3-dihydrobenzo[d]oxazole-6-carboxamide C(C)N1C2=CC=CC=C2C=2C=C(C=CC12)CNC(CCN1C(OC2=C1C=CC(=C2)C(=O)N)=O)C